1-[2-(dimethylamino)ethyl]tetrazole-5-thiol CN(CCN1N=NN=C1S)C